ClC=1C=C2CCCN(C2=CN1)C=1C=C(C2=C(N(C(N2C)=O)C)C1)C(C)C 6-(6-Chloro-3,4-dihydro-1,7-naphthyridin-1(2H)-yl)-4-isopropyl-1,3-dimethyl-1,3-dihydro-2H-benzo[d]imidazol-2-one